1-(4-chloro-3-(trifluoromethyl)phenyl)-3-(2-fluoro-4-((5-(3-morpholinopropoxy)-2,3-dihydro-[1,4]dioxino[2,3-f]quinolin-10-yl)oxy)phenyl)urea ClC1=C(C=C(C=C1)NC(=O)NC1=C(C=C(C=C1)OC1=CC=NC2=CC(=C3C(=C12)OCCO3)OCCCN3CCOCC3)F)C(F)(F)F